4,5-Dimethyldihydro-2(3H)-thiophenon CC1CC(SC1C)=O